(7-chloro-5-(4-methoxyphenyl)pyrazolo[1,5-a]pyrimidin-2-yl)(piperidin-1-yl)methanone 1,1,3,3-tetramethylbutyl-neodecanoate CC(CC(C)(C)C)(C)OC(CCCCCC(C)(C)C)=O.ClC1=CC(=NC=2N1N=C(C2)C(=O)N2CCCCC2)C2=CC=C(C=C2)OC